NC1=C(C=C(C(=O)N(C)CCF)C=C1)P(=O)(C)C 4-amino-3-(dimethylphosphoryl)-N-(2-fluoroethyl)-N-methylbenzamide